methyl 3-methyl-1-(picolinamido)cyclohexanecarboxylate CC1CC(CCC1)(C(=O)OC)NC(C1=NC=CC=C1)=O